O1CCC(CC1)OC(CF)=O (fluoro)acetic acid tetrahydro-2H-pyran-4-yl ester